FC=1C=C(C=CC1F)[C@H](CC)N1C[C@H](NCC1)C1=C(C=CC=C1)OC(C)C (R)-1-((S)-1-(3,4-difluorophenyl)propyl)-3-(2-isopropoxyphenyl)piperazine